2-cyano-4-methyl-5-formylindole C(#N)C=1NC2=CC=C(C(=C2C1)C)C=O